benzyl (R)-2-(benzyloxy)-4-(N-((5-cyclopentylpyridin-2-yl)methyl)-1-((perfluorophenyl)sulfonyl)azetidine-2-carboxamido)benzoate C(C1=CC=CC=C1)OC1=C(C(=O)OCC2=CC=CC=C2)C=CC(=C1)N(C(=O)[C@@H]1N(CC1)S(=O)(=O)C1=C(C(=C(C(=C1F)F)F)F)F)CC1=NC=C(C=C1)C1CCCC1